ClC=1C=C2C=CN(C2=C(C1)C1=NC=NN2C1=CC(=C2)CO)C[C@@H]2CN(CCO2)C(=O)OC(C)(C)C tert-butyl (R)-2-((5-chloro-7-(6-(hydroxymethyl)pyrrolo[2,1-f][1,2,4]triazin-4-yl)-1H-indol-1-yl)methyl)morpholine-4-carboxylate